ClC=1N=C(C2=CC=CC=C2C1)N(C)C 3-chloro-N,N-dimethylisoquinolin-1-amine